BrC=1C=CC(=C(CC2(CCOCC2)C(=O)O)C1)C(=O)OC(C)C 4-(5-bromo-2-(isopropoxycarbonyl)benzyl)tetrahydro-2H-pyran-4-carboxylic acid